2-((3-bromophenyl)difluoromethyl)tetrahydrofuran Tert-butyl-N-[5-[1-(2,6-dioxo-3-piperidyl)-3-methyl-2-oxo-benzimidazol-5-yl]pentyl]carbamate C(C)(C)(C)OC(NCCCCCC1=CC2=C(N(C(N2C)=O)C2C(NC(CC2)=O)=O)C=C1)=O.BrC=1C=C(C=CC1)C(C1OCCC1)(F)F